C1(=CC=CC=C1)C1=C(C(=C(C(=C1O)C1=CC=CC=C1)C1=CC=CC=C1)C(C)(C)C1=CC=C(C=C1)O)C1=CC=CC=C1 tetraphenyl-(bisphenol-A)